N-((1R,5S,6s)-3-oxabicyclo[3.1.0]hexane-6-yl)-4-methoxy-5-(pyrazolo[1,5-a]pyridin-5-yl)pyrrolo[2,1-f][1,2,4]triazin-2-amine [C@H]12COC[C@@H]2C1NC1=NN2C(C(=N1)OC)=C(C=C2)C2=CC=1N(C=C2)N=CC1